ClC=1C2=C(N=CN1)N(C=C2C=2C=NN(C2)C2CN(C2)C(C)=O)C2=CC=NC=C2 1-{3-[4-(4-Chloro-7-pyridin-4-yl-7H-pyrrolo[2,3-d]pyrimidin-5-yl)-pyrazol-1-yl]-azetidin-1-yl}-ethanone